ClC=1C(=CC=C2C=CC=C(C12)N1CC=2N=C(N=C(C2CC1)N(CCNC(OC(C)(C)C)=O)C)OC[C@H]1N(CCC1)C)F (S)-tert-butyl (2-((7-(8-chloro-7-fluoronaphthalen-1-yl)-2-((1-methylpyrrolidin-2-yl)methoxy)-5,6,7,8-tetrahydropyrido[3,4-d]pyrimidin-4-yl)(methyl)amino)ethyl)carbamate